4-(3-((4-chloro-1H-indazol-5-yl)amino)-4-methyl-1H-pyrazol-1-yl)-2-methoxy-N-(4-methyloxazol-2-yl)benzamide ClC1=C2C=NNC2=CC=C1NC1=NN(C=C1C)C1=CC(=C(C(=O)NC=2OC=C(N2)C)C=C1)OC